C(C1=CC=CC=C1)OC=1C=2N(C(=CC1)CC#N)N=CN2 2-(8-(benzyloxy)-[1,2,4]triazolo[1,5-a]pyridin-5-yl)acetonitrile